CN(C(=O)C1(CC(C1)NC=1N=CC2=C(N1)NC=C2C2=CC=1N(C=C2)N=CC1)C)C (1s,3s)-N,N,1-trimethyl-3-((5-(pyrazolo[1,5-a]pyridin-5-yl)-7H-pyrrolo[2,3-d]pyrimidin-2-yl)amino)cyclobutane-1-carboxamide